(Racemic)-2-(5-Fluoro-2-pyridyl)-5-methyl-3-(1H-pyrazolo[3,4-b]pyridin-4-yl)-6,7-dihydro-5H-pyrazolo[5,1-b][1,3]oxazine FC=1C=CC(=NC1)C1=NN2C(O[C@@H](CC2)C)=C1C1=C2C(=NC=C1)NN=C2 |r|